C(C)[NH2+]CC diethylazanium